tert-butyl (S)-(5-((2-amino-6-ethynylphenyl)amino)hexyl)carbamate NC1=C(C(=CC=C1)C#C)N[C@H](CCCCNC(OC(C)(C)C)=O)C